(2R)-2,3-bis(octadecyloxy)propyl 2-(trimethylazaniumyl)ethyl phosphate P(=O)(OC[C@@H](COCCCCCCCCCCCCCCCCCC)OCCCCCCCCCCCCCCCCCC)(OCC[N+](C)(C)C)[O-]